NC1=CC(=C2C(=NN(C2=C1)C1OCCCC1)N(C(OC(C)(C)C)=O)C)[N+](=O)[O-] tert-butyl (6-amino-4-nitro-1-(tetrahydro-2H-pyran-2-yl)-1H-indazol-3-yl)(methyl)carbamate